NC=1C=NN(C1C1=CC(=NC=C1)[C@H](CC=C)NC(OCC1=CC=CC=C1)=O)COCC[Si](C)(C)C (S)-benzyl (1-(4-(4-amino-1-((2-(trimethylsilyl)ethoxy)methyl)-1H-pyrazol-5-yl)pyridin-2-yl)but-3-en-1-yl)carbamate